Cl.ClC1=C(C#N)C=CC=C1N1CCNCC1 2-chloro-3-(piperazin-1-yl)benzonitrile hydrochloride